C1(=CC=CC=C1)NN=CC1=C(C=CC=C1)OCC=C 2-allyloxybenzaldehyde phenylhydrazone